O1C(=CC=C1)CN(C(=O)NC=1C=NC2=CC=CC=C2C1)CCOC 1-(2-furylmethyl)-1-(2-methoxyethyl)-3-quinolin-3-ylurea